2-((benzyloxy)methyl)-N-methyl-1-(2-oxo-1,2,3,4-tetrahydroquinolin-6-yl)-1H-benzo[d]imidazole-5-carboxamide C(C1=CC=CC=C1)OCC1=NC2=C(N1C=1C=C3CCC(NC3=CC1)=O)C=CC(=C2)C(=O)NC